ClC1=CC=C(S1)CNC1=CC(=NN1C(C(C)(C)C)=O)C1NCCNC1 1-(5-{[(5-chlorothiophen-2-yl)methyl]amino}-3-(piperazin-2-yl)-1H-pyrazol-1-yl)-2,2-dimethylpropan-1-one